CC=1C=CC=2N3C=4[C@@H](CCCC4C2C1)N(C(C3)=O)[C@H](C)C3=CC=CC=C3 (R)-8-methyl-3-((R)-1-phenylethyl)-3a,4,5,6-tetrahydro-1H-pyrazino[3,2,1-jk]Carbazol-2(3H)-one